FC1=C(OC=2C(=NC(=NC2)NS(=O)(=O)CC)C2=CN(C(C3=CC=CC=C23)=O)C)C=CC(=C1)F N-[5-(2,4-difluorophenoxy)-4-(2-methyl-1-oxoisoquinolin-4-yl)pyrimidin-2-yl]ethanesulfonamide